5-((1-benzyl-4-hydroxypiperidin-4-yl)methyl)-1-(4-fluorophenyl)-1,5-dihydro-4H-pyrazolo[3,4-d]pyrimidin-4-one C(C1=CC=CC=C1)N1CCC(CC1)(O)CN1C=NC2=C(C1=O)C=NN2C2=CC=C(C=C2)F